1-benzyl-2-methylcyclohexane C(C1=CC=CC=C1)C1C(CCCC1)C